6-Hydroxy-2-methoxy-5-(trifluoromethyl)nicotinaldehyde OC1=NC(=C(C=O)C=C1C(F)(F)F)OC